Butyl-3-isobutyl-4-hydroxy-pyrazol C(CCC)C1=C(C(=NN1)CC(C)C)O